(±)-Ethyl 2-((2-chloro-4-(4-(5-chloropyridin-3-yl)-trans-2,3-dimethylpiperazine-1-carbonyl) phenyl)sulfinyl)acetate ClC1=C(C=CC(=C1)C(=O)N1[C@H]([C@@H](N(CC1)C=1C=NC=C(C1)Cl)C)C)[S@](=O)CC(=O)OCC |&1:24|